5,5-difluoro-1,4-bis(2-(2-methoxyethoxy)phenyl)-6,7-dihydro-5H-cyclopenta[d]pyridazine FC1(CCC=2C(=NN=C(C21)C2=C(C=CC=C2)OCCOC)C2=C(C=CC=C2)OCCOC)F